BrC=1C=CC(=NC1C1=CC=C(C=C1)F)N 5-bromo-6-(4-fluorophenyl)pyridin-2-amine